ClC1=CC=C(C=C1)S(C1=CC=C(C=C1)C#N)(=O)=NC(C)C1=CC=C(C=C1)OC 4-[(4-chlorophenyl){[1-(4-methoxyphenyl)ethyl]azanylidene}(oxo)-λ6-sulfanyl]benzene-1-carbonitrile